ethyl (S,E)-2-((tert-butylsulfinyl)imino)acetate C(C)(C)(C)[S@](=O)\N=C\C(=O)OCC